ethylmethyl-chlorosilane C(C)[SiH](Cl)C